CN(C1=CC(=C(C=N1)C=1C(=NN2C1N=C(C=C2N(C)CC2=CC=C(C=C2)C2=C(C#N)C=CC=C2)C)C)C)C 2-{4-[({3-[6-(dimethylamino)-4-methylpyridin-3-yl]-2,5-dimethylpyrazolo[1,5-a]pyrimidin-7-yl}(methyl)amino)methyl]phenyl}benzonitrile